tert-butyl 4-((8-((2-(1H-pyrazol-1-yl)benzyl)(tert-butoxycarbonyl)amino)-3-isopropylimidazo[1,2-b]pyridazin-6-yl)thio)piperidine-1-carboxylate N1(N=CC=C1)C1=C(CN(C=2C=3N(N=C(C2)SC2CCN(CC2)C(=O)OC(C)(C)C)C(=CN3)C(C)C)C(=O)OC(C)(C)C)C=CC=C1